[CH-]1C=CC=C1.[CH-]1C=CC=C1.[Pb+2] plumbocene